COC1=CC(=CC2=C1C(=NO2)NS(=O)(=O)C2=CC(=CC=C2)N2CCNCC2)CN2N=CC=C2 N-[4-methoxy-6-(pyrazol-1-ylmethyl)-1,2-benzoxazol-3-yl]-3-piperazin-1-ylbenzenesulfonamide